(S)-2-((4-(6-((4-Chloro-2-methylbenzofuran-7-yl)methoxy)pyridin-2-yl)piperidin-1-yl)methyl)-1-(oxetan-2-ylmethyl)-1H-benzo[d]imidazole-6-carboxylic acid ClC1=CC=C(C2=C1C=C(O2)C)COC2=CC=CC(=N2)C2CCN(CC2)CC2=NC1=C(N2C[C@H]2OCC2)C=C(C=C1)C(=O)O